2-(4-(13-azido-2,5,8,11-tetraoxatridecyl)phenyl)-4,4,5,5-tetramethyl-1,3,2-dioxaborolane N(=[N+]=[N-])CCOCCOCCOCCOCC1=CC=C(C=C1)B1OC(C(O1)(C)C)(C)C